NC1=NC2=CC=C(C=C2C=C1C)C(=O)N(CC1=NC=C(C=C1)C(F)(F)F)[C@H]1[C@@H](C(CCC1)(F)F)O 2-amino-N-((1R,2S)-3,3-difluoro-2-hydroxycyclohexyl)-3-methyl-N-((5-(trifluoromethyl)-2-pyridinyl)methyl)-6-quinolinecarboxamide